4-(N-hydroxyacetamido)-3-(3-morpholinopropoxy)benzamide ON(C(C)=O)C1=C(C=C(C(=O)N)C=C1)OCCCN1CCOCC1